5-bromo-7-(bromomethyl)-3-methylquinoxalin-2(1H)-one BrC1=C2N=C(C(NC2=CC(=C1)CBr)=O)C